(S)-3-((S)-1,2-dihydroxyethyl)-3,4-dihydroisoquinoline-2(1H)-carboxylic acid tert-butyl ester C(C)(C)(C)OC(=O)N1CC2=CC=CC=C2C[C@H]1[C@@H](CO)O